2-(benzylamino)ethanesulfonamide C(C1=CC=CC=C1)NCCS(=O)(=O)N